BrC=1N(C=C(N1)C#N)COCC[Si](C)(C)C 2-bromo-1-((2-(trimethylsilyl)ethoxy)methyl)-1H-imidazole-4-carbonitrile